5-(2-morpholinoethoxy)-2-(benzo[d][1,3]dioxol-5-yloxy)naphthalene-1,4-dione O1CCN(CC1)CCOC1=C2C(C=C(C(C2=CC=C1)=O)OC1=CC2=C(OCO2)C=C1)=O